3-Amino-4-octanol NC(CC)C(CCCC)O